6-(3-methyl-2,5-dioxopyrrol-1-yl)hexanoic acid CC=1C(N(C(C1)=O)CCCCCC(=O)O)=O